5-methanesulfonyl-2-[(3-{4-[(oxan-4-yl)amino]-1-(2,2,2-trifluoroethyl)-1H-indol-2-yl}prop-2-yn-1-yl)amino]phenol CS(=O)(=O)C=1C=CC(=C(C1)O)NCC#CC=1N(C2=CC=CC(=C2C1)NC1CCOCC1)CC(F)(F)F